phosphorus Oxoacetate O=CC(=O)[O-].[P+3].O=CC(=O)[O-].O=CC(=O)[O-]